(R)-ethyl 4-(((trifluoromethyl)sulfonyl)oxy)cyclohex-3-enecarboxylate FC(S(=O)(=O)OC1=CC[C@@H](CC1)C(=O)OCC)(F)F